C(C)(C)(C)C1=CC=C(C(=N1)C(=O)N)OC1=C(C=C(C=C1C)C)C 6-tert-butyl-3-(2,4,6-trimethylphenoxy)pyridin-2-carboxamid